C1(=CC=CC=C1)C#CC1(CC=CC=C1)C(CC=C)O 1-(2-phenylethynyl)phenyl-3-buten-1-ol